[N+](=O)([O-])C1=CC=C(OP(=O)(OC2=CC=CC=C2)N[C@@H](C)C(=O)OC2CCC(CC2)OC)C=C1 4-methoxycyclohexyl ((4-nitrophenoxy)(phenoxy) phosphoryl)alaninate